(6-bromo-8-methylimidazo[1,2-a]pyridin-2-yl)[(3S,4S)-4-(3,4-dihydroisoquinolin-2(1H)-yl)-3-hydroxypiperidin-1-yl]methanone BrC=1C=C(C=2N(C1)C=C(N2)C(=O)N2C[C@@H]([C@H](CC2)N2CC1=CC=CC=C1CC2)O)C